(R)-N-(2,2-dimethyl-6-((5-oxopyrrolidin-3-yl)methoxy)-2,3-dihydrobenzofuran-5-yl)pyrazolo[1,5-a]pyrimidine-3-carboxamide CC1(OC2=C(C1)C=C(C(=C2)OC[C@H]2CNC(C2)=O)NC(=O)C=2C=NN1C2N=CC=C1)C